CN1C=2C=NC(=NC2N(C(C1=O)=O)C1CCOCC1)NC1=C(C=C(C=C1)C=1C=NN(C1)C)C 5-methyl-2-((2-methyl-4-(1-methyl-1H-pyrazol-4-yl)phenyl)amino)-8-(tetrahydro-2H-pyran-4-yl)-5,8-dihydropteridine-6,7-dione